CC1=NOC(=C1)C(=O)NC[C@H]1C[C@H](CC1)NC1=NC=C(C=C1)N1N=CC=CC1=O |r| 3-methyl-N-[[rac-(1R,3S)-3-[[5-(6-oxopyridazin-1-yl)-2-pyridyl]amino]cyclopentyl]methyl]isoxazole-5-carboxamide